methyl 1-(4-(5-(4-isopropoxyphenyl)thiazol-2-yl)benzyl)azetidine-3-carboxylate C(C)(C)OC1=CC=C(C=C1)C1=CN=C(S1)C1=CC=C(CN2CC(C2)C(=O)OC)C=C1